4-chloro-2,6,8,8-tetramethyl-6,8-dihydro-7H-pyrrolo[2,3-g]quinazolin-7-one ClC1=NC(=NC2=CC3=C(C=C12)N(C(C3(C)C)=O)C)C